O=C1N(CCC(N1)=O)C=1C=CC(=NC1)CN1CCN(CC1)C1=CC=C(C(=O)NC2=CC(=C(C=C2)C)NC2=NC=CC(=N2)C=2C=NC=CC2)C=C1 4-(4-((5-(2,4-dioxotetrahydropyrimidin-1(2H)-yl)pyridin-2-yl)methyl)piperazin-1-yl)-N-(4-methyl-3-((4-(pyridin-3-yl)pyrimidin-2-yl)amino)phenyl)benzamide